ClC1=CC(=C(C=C1Cl)O)C1CC(NCC1)C1CC1 4,5-dichloro-2-(2-cyclopropylpiperidin-4-yl)phenol